(1R,5S)-3-(7-chloro-5-methyl-2-(methylthio)pyrido[4,3-d]pyrimidin-4-yl)-3,8-diazabicyclo[3.2.1]Octane-8-carboxylic acid tert-butyl ester C(C)(C)(C)OC(=O)N1[C@H]2CN(C[C@@H]1CC2)C=2C1=C(N=C(N2)SC)C=C(N=C1C)Cl